S(=O)(=O)([O-])C1=CC=C(C)C=C1.C(CCC)[P+](CCCC)(CCCC)CCCC Tetrabutylphosphonium tosylate